BrC=1C(=C2C=3C(=NC(=NC3C1)Cl)N(CCO2)CC=2C=NN(C2)C(C2=CC=CC=C2)(C2=CC=CC=C2)C2=CC=CC=C2)Cl 9-bromo-2,8-dichloro-4-((1-trityl-1H-pyrazol-4-yl)methyl)-5,6-dihydro-4H-[1,4]oxazepino[5,6,7-de]quinazoline